BrC1=C2C=CNC2=CC(=C1OC=1C=CC(=C(C#N)C1)F)F 5-[(4-bromo-6-fluoro-1H-indol-5-yl)oxy]-2-fluoro-benzonitrile